NC=1N=C(C2=C(N1)CN(C2=O)[C@H]2[C@H](CCCCC2)O)OCC 2-amino-4-ethoxy-6-((1R,2S)-2-hydroxycycloheptyl)-6,7-dihydro-5H-pyrrolo[3,4-d]pyrimidin-5-one